FC1([C@H]2CC(C[C@@H]12)COC1=NC=C(C=C1S(=O)(=O)NC)C=1N=CN(C1)C)F (((1r,3s,5s)-6,6-difluorobicyclo[3.1.0]hexane-3-yl)methoxy)-N-methyl-5-(1-methyl-1H-imidazol-4-yl)pyridine-3-sulfonamide